N/C(/C(=O)O)=C\C=C\C(=O)O.CN1N=C(C2=CC=CC(=C12)OC1CCN(CC1)C(CSC1=CC=C(C=C1)C)=O)C1C(NC(CC1)=O)=O 3-(1-Methyl-7-((1-(2-(p-tolylthio)acetyl)piperidin-4-yl)oxy)-1H-indazol-3-yl)-piperidine-2,6-dione 2-Aminomuconate